O=C1NC(CCC1NC1=CC(=C(C=C1)C1CCN(CC1)C1C(CN(CC1)C(=O)OC(C)(C)C)(F)F)F)=O tert-butyl 4-(4-((2,6-dioxopiperidin-3-yl)amino)-2-fluorophenyl)-3',3'-difluoro-[1,4'-bipiperidine]-1'-carboxylate